tert-butyl ((S)-1-(((S)-1-cyclohexyl-2-(6-(4-fluorobenzyl)-4-methyl-5-oxo-2,3,4,5-tetrahydro-1H-pyrrolo[3,2-b]pyridin-1-yl)-2-oxoethyl)amino)-1-oxopropan-2-yl)(methyl)carbamate C1(CCCCC1)[C@@H](C(=O)N1CCC=2N(C(C(=CC21)CC2=CC=C(C=C2)F)=O)C)NC([C@H](C)N(C(OC(C)(C)C)=O)C)=O